7-bromo-2-(trifluoromethyl)quinolin BrC1=CC=C2C=CC(=NC2=C1)C(F)(F)F